OC(CCCCO[Si](OC)(OC)C(C1=CC=CC=C1)(C1=CC=CC=C1)C1=CC=CC=C1)COC(=O)C1=CC=C(C=C1)O 4-hydroxy-5-(p-hydroxyphenylcarbonyloxy)pentyltrityltrimethoxysilane